C(C)(C)(C)C1N(CCC2=CC=C(C=C12)C(F)F)C(=O)OC(COC1=C(C=CC=C1Br)Br)(C)C1=CC=C(C=C1)Cl 2-(4-chlorophenyl)-1-(2,6-dibromophenoxy)propan-2-ol tert-Butyl-7-(difluoromethyl)-3,4-dihydroisoquinoline-2(1H)-carboxylate